6-(2-Aminobenzo[d]oxazol-5-yl)imidazo[1,2-a]pyridine-3-yl-morpholinomethanone 2-[2-[2-(2-bromoethoxy)ethoxy]ethoxy]butyrate BrCCOCCOCCOC(C(=O)O)CC.NC=1OC2=C(N1)C=C(C=C2)C=2C=CC=1N(C2)C(=CN1)C(=O)N1CCOCC1